5-methoxy-2,4-dioxo-pentanoate COCC(CC(C(=O)[O-])=O)=O